3,6-dihydro-[1,2,3]triazolo[4,5-e]indole N1=NNC=2C1=C1C=CNC1=CC2